1-azido-N-(4,5-dihydroxy-2-nitrophenethyl)-3,6,9,12-tetraoxapentadecane-15-amide N(=[N+]=[N-])CCOCCOCCOCCOCCC(=O)NCCC1=C(C=C(C(=C1)O)O)[N+](=O)[O-]